[O-2].[Cr+3].[O-2].[O-2].[Cr+3] chromium (III)-oxide